[F-].C(CCCCCCCCCC)[N+]1=CC=C(C=C1)CC 1-undecyl-4-ethylpyridinium fluoride